C(C)(C)(C)OC(=O)N1C=C(C2=CC=C(C(=C12)NC1(COC1)C)C#N)Br 3-bromo-6-cyano-7-((3-methyloxetan-3-yl)amino)-1H-indole-1-carboxylic acid tert-butyl ester